4-({5-fluoro-4-[(5S)-2,2,5-trimethylmorpholin-4-yl]pyrimidin-2-yl}amino)benzenesulfonamide FC=1C(=NC(=NC1)NC1=CC=C(C=C1)S(=O)(=O)N)N1CC(OC[C@@H]1C)(C)C